CP(OC)(OCCC(OCC)OCC)=O methyl 3,3-diethoxypropyl methylphosphonate